4-(4-amino-2-(ethoxymethyl)-9-methoxy-1H-imidazo[4,5-c]quinolin-1-yl)-2-methylbutan-2-ol NC1=NC=2C=CC=C(C2C2=C1N=C(N2CCC(C)(O)C)COCC)OC